N-(4-cyano-2-fluorophenyl)-4-(cyclopent-1-en-1-yl)-1H-pyrrole-3-sulfonamide C(#N)C1=CC(=C(C=C1)NS(=O)(=O)C1=CNC=C1C1=CCCC1)F